CC(CC=CC1=CC=C(N(C)C)C=C1)CC1=CC=C(N(C)C)C=C1 4,4'-(4-Methylpent-1-ene-1,5-diyl)bis(N,N-dimethylaniline)